(S)-Benzyl 2-amino-3-(4-((((6-methylpyridin-3-yl)oxy)sulfonyl)oxy)phenyl)propanoate N[C@H](C(=O)OCC1=CC=CC=C1)CC1=CC=C(C=C1)OS(=O)(=O)OC=1C=NC(=CC1)C